CC1=CCC(CC1)C(=C)C 1-methyl-4-(1-methylvinyl)cyclohexene